COC1=C(C=CC=C1C=1N=NN(N1)C)NC1=C(N=NC(=C1)NC(=O)[C@H]1[C@@H](C1)C)C(=O)NC([2H])([2H])[2H] 4-{[2-methoxy-3-(2-methyl-2H-1,2,3,4-tetrazol-5-yl)phenyl]amino}-N-(2H3)methyl-6-[(1R,2R)-2-methylcyclopropanamido]pyridazine-3-carboxamide